4-ETHYNYL-2-METHYLPYRIDIN-3-YLBORONIC ACID C(#C)C1=C(C(=NC=C1)C)B(O)O